trans-2'-Carboxybenzalpyruvate C1=CC=C(C(=C1)/C=C/C(=O)C(=O)O)C(=O)O